2-bromo-1-(9H-fluoren-2-yl)-2,2-difluoroethan-1-one BrC(C(=O)C1=CC=2CC3=CC=CC=C3C2C=C1)(F)F